2-(hydroxymethyl)-3-methyl-5-(2-methyl-4-(6-(trifluoromethyl)-pyrido-[3,2-d]pyrimidin-2-yl)phenyl)-6,7-dihydropyrazolo[1,5-a]pyrazin-4(5H)-one OCC1=NN2C(C(N(CC2)C2=C(C=C(C=C2)C=2N=CC3=C(N2)C=CC(=N3)C(F)(F)F)C)=O)=C1C